ClC1=C(N=NC(=C1)Cl)C(=O)NC([2H])([2H])[2H] 4,6-dichloro-N-(2H3)methylpyridazine-3-carboxamide